C(C)(C)(C)OC(=O)N[C@H](C(=O)N1[C@@H](CCC1)C(=O)NC=1C=CC2=C(C=CO2)C1)C1=CC=CC=C1 5-({[(2S)-1-{(2S)-2-[(tert-butoxycarbonyl)amino]-2-phenylacetyl}pyrrolidin-2-yl]carbonyl}amino)-1-benzofuran